2-bromo-1-[(4-chlorophenyl)methyl]-5-methyl-1H-imidazole BrC=1N(C(=CN1)C)CC1=CC=C(C=C1)Cl